methyl 1-benzyl-4-[2-oxo-2-(N-phenylanilino)ethyl]piperidine-4-carboxylate C(C1=CC=CC=C1)N1CCC(CC1)(C(=O)OC)CC(N(C1=CC=CC=C1)C1=CC=CC=C1)=O